FC1=C(C=C(C(=C1)[N+](=O)[O-])OCCCCCCCCCCCCCC)C(F)(F)F 1-Fluoro-4-(tridecylmethoxy)-5-nitro-2-(trifluoromethyl)benzene